6-hydroxy-7-((4-(trifluoromethyl)phenyl)sulfonyl)heptanoic acid OC(CCCCC(=O)O)CS(=O)(=O)C1=CC=C(C=C1)C(F)(F)F